OCC1CN(CC1)C=1C=C2C(NC(=NC2=CC1)CN1CCC2=CC=CC=C12)=O 6-[3-(hydroxymethyl)pyrrolidin-1-yl]-2-(indolin-1-ylmethyl)-3H-quinazolin-4-one